tert-Butyl (S)-3-((6-((5-(2-(5-chloro-2-methylphenyl)-2H-tetrazol-5-yl)thiazol-2-yl)amino)-4-(morpholinomethyl)pyridin-2-yl)amino)piperidine-1-carboxylate ClC=1C=CC(=C(C1)N1N=C(N=N1)C1=CN=C(S1)NC1=CC(=CC(=N1)N[C@@H]1CN(CCC1)C(=O)OC(C)(C)C)CN1CCOCC1)C